FC(CN1N=NC2=C1C=C(C=C2)C2=CNC=1N=C(N=C(C12)OC)N[C@@H]1CC[C@@H](CC1)OC([2H])([2H])[2H])F 5-(1-(2,2-difluoroethyl)-1H-benzo[d][1,2,3]triazol-6-yl)-4-methoxy-N-(cis-4-(methoxy-d3)cyclohexyl)-7H-pyrrolo[2,3-d]pyrimidin-2-amine